(E)-4-((4-bromophenyl)diazenyl)phenyl sulfurofluoridate S(OC1=CC=C(C=C1)\N=N\C1=CC=C(C=C1)Br)(=O)(=O)F